6-(4-acetylpiperazin-1-yl)-N-(2-chloro-benzyl)-N-methyl-3,4-dihydroisoquinoline-2(1H)-methanesulfonamide C(C)(=O)N1CCN(CC1)C=1C=C2CCN(CC2=CC1)CS(=O)(=O)N(C)CC1=C(C=CC=C1)Cl